3-({3-[(2S)-2-(4-chlorophenyl)-2-fluoroethyl]-1,2,4-oxadiazol-5-yl}methyl)-1,6-dimethyl-1,2,3,4-tetrahydropyrimidine-2,4-dione ClC1=CC=C(C=C1)[C@H](CC1=NOC(=N1)CN1C(N(C(=CC1=O)C)C)=O)F